(7S)-2-Benzyl-7-methyl-3-(2-{2-oxa-6-azaspiro[3.3]heptan-6-yl}ethyl)-3H,6H,7H,8H,9H-imidazo[4,5-f]chinolin C(C1=CC=CC=C1)C=1N(C=2C(=C3CC[C@@H](NC3=CC2)C)N1)CCN1CC2(COC2)C1